[Si](C)(C)(C(C)(C)C)OCC1(CC1)C(=O)N(C)OC 1-(((tert-butyldimethylsilyl)oxy)methyl)-N-methoxy-N-methylcyclopropanecarboxamide